N,N-dimethyl-1-(4-(1-methyl-2-(2-(methylsulfonyl)phenyl)-1H-benzo[d]imidazol-6-yl)benzyl)piperidin-4-amine CN(C1CCN(CC1)CC1=CC=C(C=C1)C=1C=CC2=C(N(C(=N2)C2=C(C=CC=C2)S(=O)(=O)C)C)C1)C